C(C)(C)(C)P(C1=C(C(=CC=C1OC)OC)C1=C(C=C(C=C1C(C)C)C(C)C)C(C)C)C(C)(C)C 2-(di-t-butylphosphino)-3,6-dimethoxy-2',4',6'-triisopropyl-1,1'-biphenyl